1-(1'-(2-(1,1-difluoroethyl)-6-methylpyrimidin-4-yl)-1',2'-dihydrospiro[cyclopropane-1,3'-pyrrolo[3,2-c]pyridin]-6'-yl)urea FC(C)(F)C1=NC(=CC(=N1)N1CC2(C=3C=NC(=CC31)NC(=O)N)CC2)C